(1R,2R)-1-(6-bromo-2-methoxyquinolin-3-yl)-4-dimethylamino-2-(1-naphthalenyl)-1-phenyl-Butan-2-ol BrC=1C=C2C=C(C(=NC2=CC1)OC)[C@H]([C@@](CCN(C)C)(O)C1=CC=CC2=CC=CC=C12)C1=CC=CC=C1